2-(2,6-dioxopiperidin-3-yl)-5-(4-(4-((5-fluoro-4-oxo-2-(((tetrahydro-2H-pyran-4-yl)thio)methyl)-3,4-dihydroquinazolin-7-yl)methyl)piperazin-1-yl)piperidin-1-yl)isoindoline-1,3-dione O=C1NC(CCC1N1C(C2=CC=C(C=C2C1=O)N1CCC(CC1)N1CCN(CC1)CC1=CC(=C2C(NC(=NC2=C1)CSC1CCOCC1)=O)F)=O)=O